[Sr].[Ti].[Ho].[B] boron-holmium-titanium-strontium